N,N-dicyanoethyl-m-methylaniline C(#N)N(C1=C(C(=CC=C1)C)CC)C#N